N-(3-(8-((5R)-7-oxa-1-azaspiro[4.4]nonan-2-yl)-3-(2,2,2-trifluoroethyl)imidazo[1,2-a]pyridin-2-yl)prop-2-yn-1-yl)-2-methoxy-4-(methylsulfonyl)aniline N1C(CC[C@@]12COCC2)C=2C=1N(C=CC2)C(=C(N1)C#CCNC1=C(C=C(C=C1)S(=O)(=O)C)OC)CC(F)(F)F